4-(2-(N-(2-cyanobenzyl)-2,3,4,5-tetrafluorophenylsulfonamido)-N-(3-(pyrrolidin-1-yl)benzyl)acetamido)-3-ethoxybenzoic acid C(#N)C1=C(CN(S(=O)(=O)C2=C(C(=C(C(=C2)F)F)F)F)CC(=O)N(CC2=CC(=CC=C2)N2CCCC2)C2=C(C=C(C(=O)O)C=C2)OCC)C=CC=C1